AMINOACRIDINE NC1C2=CC=CC=C2N=C2C=CC=CC=12